ClC=1C(=C2C=NNC2=C(C1F)NCC(CCl)(C)C)C=1N=CC=2N(C1)C=C(N2)NC(=O)C2C(C2)F N-(6-(5-chloro-7-((3-chloro-2,2-dimethylpropyl)amino)-6-fluoro-1H-indazol-4-yl)imidazo[1,2-a]pyrazin-2-yl)-2-fluorocyclopropane-1-carboxamide